1,2-dimethylol-1,2-dimethylol-propane C(O)C(C(C)(CO)CO)CO